7-cyclopropyl-2-oxo-1,2-dihydroquinoline-3-carboxylic acid pentafluorophenyl ester FC1=C(C(=C(C(=C1OC(=O)C=1C(NC2=CC(=CC=C2C1)C1CC1)=O)F)F)F)F